ClC1=CC=C(C=C1)C=1C(=NN2C1N=C(C=C2O)O)C=2C=CC(=NC2)C#N 5-[3-(4-chlorophenyl)-5,7-dihydroxy-pyrazolo[1,5-a]pyrimidin-2-yl]pyridine-2-carbonitrile